O1CCC2C=3C(=CC=CC13)CC(C2)NC(OC(C)(C)C)=O tert-Butyl (2,3,3a,4,5,6-hexahydrobenzo[de]chromen-5-yl)carbamate